CC=1CC(N=C2N=CN=CC21)=O 5-Methylpyrido[2,3-d]Pyrimidin-7-One